3-methyl-5-(6-morpholino-1-propyl-1H-benzo[d]imidazol-2-yl)benzo[d]isoxazole CC1=NOC2=C1C=C(C=C2)C2=NC1=C(N2CCC)C=C(C=C1)N1CCOCC1